C(=O)(O)CCC(C(=O)O)N1CCN(CCN(CCN(CC1)CC(=O)O)CC(=O)O)CC(=O)O α-(2-Carboxyethyl)-1,4,7,10-tetraazacyclododecane-1,4,7,10-tetraacetic acid